ClC1=NC(=CC(=C1)C=1C(=NN2C1N=C(C=C2)C(=O)NC21CC(C2)(C1)O)C1=CC(=CC=C1)C#N)C (2-chloro-6-methyl-4-pyridinyl)-2-(3-cyanophenyl)-N-(3-hydroxy-1-bicyclo[1.1.1]pentanyl)pyrazolo[1,5-a]pyrimidine-5-carboxamide